C(C1=CC=CC=C1)C=1N=C(SC1SC(C)C)N1N=C(C(=C1C(=O)O)C1=CC(=NC(=C1)C)C)C 1-(4-benzyl-5-(isopropylsulfanyl)thiazol-2-yl)-4-(2,6-dimethylpyridin-4-yl)-3-methyl-1H-pyrazole-5-carboxylic acid